zinc sulfide molybdenum [Mo+4].[S-2].[Zn+2].[S-2].[S-2]